butyl N-(3-aminopropyl)-N-methylcarbamate NCCCN(C(OCCCC)=O)C